tert-Butyl 7-(chloromethyl)-4,4-difluoro-3,4-dihydroisoquinoline-2(1H)-carboxylate tert-butyl-7-(chloromethyl)-4,4-difluoro-3,4-dihydroisoquinoline-2(1H)-carboxylate C(C)(C)(C)OC(=O)N1CC2=CC(=CC=C2C(C1)(F)F)CCl.ClCC1=CC=C2C(CN(CC2=C1)C(=O)OC(C)(C)C)(F)F